N[C@H](C(=O)N1[C@@H]([C@H]2[C@H]3C=C[C@@H]([C@H]2C1)C3=O)C(=O)O)C(C)(C)C (1r,2r,3S,6S,7S)-4-[(2S)-2-amino-3,3-dimethylbutyryl]-10-oxo-4-azatricyclo[5.2.1.0{2,6}]dec-8-ene-3-carboxylic acid